tert-butyl N-(5-bromo-3-methyl-2-pyridinyl)-N-tert-butoxycarbonyl-carbamate BrC=1C=C(C(=NC1)N(C(OC(C)(C)C)=O)C(=O)OC(C)(C)C)C